COC1=CC=C(C=C1C1=C(C=CC=C1C(F)(F)F)C(F)(F)F)C=O 6-methoxy-2',6'-bis(trifluoromethyl)-[1,1'-biphenyl]-3-carbaldehyde